2-{3-[(2,6-dimethylpiperidin-4-yl)oxy]-1,2,4-triazin-6-yl}-5-(1H-pyrazol-4-yl)phenol CC1NC(CC(C1)OC=1N=NC(=CN1)C1=C(C=C(C=C1)C=1C=NNC1)O)C